5-bromo-3-((2-(pyridin-4-ylethynyl)pyridin-4-yl)methoxy)pyrazin-2-amine BrC=1N=C(C(=NC1)N)OCC1=CC(=NC=C1)C#CC1=CC=NC=C1